(cyclohexyl)(methyl)methylene(cyclopentadienyl)(fluorenyl)hafnium C1(CCCCC1)C(=[Hf](C1=CC=CC=2C3=CC=CC=C3CC12)C1C=CC=C1)C